3-((R)-2-amino-3-((S)-1-(4-((6-amino-2-(butylamino)-8-hydroxy-9H-purin-9-yl)methyl) phenylamino)-3-hydroxy-1-oxopropan-2-ylamino)-3-oxopropylthio)propane-1,2-diyl dipalmitate C(CCCCCCCCCCCCCCC)(=O)OCC(CSC[C@@H](C(=O)N[C@H](C(=O)NC1=CC=C(C=C1)CN1C2=NC(=NC(=C2N=C1O)N)NCCCC)CO)N)OC(CCCCCCCCCCCCCCC)=O